bis-(triethanolamine) diisopropoxide CC([O-])C.CC([O-])C.N(CCO)(CCO)CCO.N(CCO)(CCO)CCO